((2S,3S)-3-amino-2-((2,3'-difluoro[biphenyl]-3-yl)methyl)pyrrolidin-1-yl)(azetidin-1-yl)methanone N[C@@H]1[C@@H](N(CC1)C(=O)N1CCC1)CC=1C(=C(C=CC1)C1=CC(=CC=C1)F)F